N-ethyl-3-aminopropyl-triethoxysilane C(C)NCCC[Si](OCC)(OCC)OCC